tert-butyldiphenyl(2-(vinyloxy)ethoxy)silane C(C)(C)(C)[Si](OCCOC=C)(C1=CC=CC=C1)C1=CC=CC=C1